2-Bromo-N-(4-hydroxyphenyl)acrylamide (2S)-2-(((4-nitrophenoxy)(phenoxy)phosphoryl)amino)ethyl-2-((tert-butoxycarbonyl)amino)-3-methylbutanoate [N+](=O)([O-])C1=CC=C(OP(=O)(OC2=CC=CC=C2)NCCOC([C@H](C(C)C)NC(=O)OC(C)(C)C)=O)C=C1.BrC(C(=O)NC1=CC=C(C=C1)O)=C